2-phenyl-3-(N,N-dibenzylamino)-1-propylboronic acid pinacol ester C1(=CC=CC=C1)C(CB1OC(C)(C)C(C)(C)O1)CN(CC1=CC=CC=C1)CC1=CC=CC=C1